IC=1C=C(C(=NC1)OC)CN[C@@H]1[C@@H](N(CCC1)CC1=[N+](C=CC=N1)[O-])C1=CC=CC=C1 2-(((2S,3S)-3-(((5-iodo-2-methoxypyridin-3-yl)methyl)amino)-2-phenylpiperidin-1-yl)methyl)pyrimidine 1-oxide